CC(CC(=O)N)C 3-methylbutanamid